C(C)(C)(C)OC(=O)N1CCC(CC1)C=1C=CC=2C(=NC(=CN2)NCC2=CC=C3C=CNC3=C2)N1.N1C=CC2=CC=C(C=C12)CNC1=CN=C2C(=N1)N=C(C=C2)C2CCNCC2 N-(1H-indol-6-ylmethyl)-6-(piperidin-4-yl)pyrido[2,3-b]pyrazin-3-amine tert-butyl-4-{3-[(1H-indol-6-ylmethyl)amino]pyrido[2,3-b]pyrazin-6-yl}piperidine-1-carboxylate